[Si](C1=CC=CC=C1)(C1=CC=CC=C1)(C(C)(C)C)OC[C@H]1O[C@H](CN(C1)C(C1=CC=CC=C1)(C1=CC=CC=C1)C1=CC=CC=C1)N1C2=NC(=NC(=C2N=C1)OCC1=CC=C(C=C1)C)NC(C(C)C)=O N-(9-((2R,6S)-6-(((tert-butyldiphenylsilyl)oxy)methyl)-4-tritylmorpholin-2-yl)-6-((4-methylbenzyl)oxy)-9H-purin-2-yl)isobutyramide